CC(COCCN1N(NN=C1)C(C1=CC=CC=C1)(C1=CC=CC=C1)C1=CC=CC=C1)=C 1-((2-methylallyloxy)ethyl)-2-trityl-2H-tetrazole